tert-butyl ((2,3-dihydrofuro[3,2-c]pyridin-6-yl)methyl)carbamate O1CCC=2C=NC(=CC21)CNC(OC(C)(C)C)=O